N-[(1-methyl-1H-benzimidazol-2-yl)-methyl]isopentylamine CN1C(=NC2=C1C=CC=C2)CNCCC(C)C